C(CCC)N(CCCC)C[Si](C1=C(C=C)C=CC=C1)(OC)OC 2-(dibutylaminomethyldimethoxysilyl)styrene